(S)-4-amino-3,3-difluorocyclopent-1-enecarboxylic acid N[C@@H]1C(C=C(C1)C(=O)O)(F)F